NCCN1CCN(CC1)C(C)O (4-(2-aminoethyl)piperazin-1-yl)ethan-1-ol